3'-methyl-4-pentyl-6'-(prop-1-en-2-yl)-[1,1'-bi(cyclohexane)] CC1CC(C(CC1)C(=C)C)C1CCC(CC1)CCCCC